(R)-1-(4-(2-Benzyl-4-(methylsulfonyl)piperazin-1-yl)phenyl)-6-(benzyloxy)-5,7-difluoro-1H-benzo[d][1,2,3]triazole C(C1=CC=CC=C1)[C@H]1N(CCN(C1)S(=O)(=O)C)C1=CC=C(C=C1)N1N=NC2=C1C(=C(C(=C2)F)OCC2=CC=CC=C2)F